C(C)(C)C(C(=O)[O-])C(C(=O)[O-])C(C)C 2,3-diisopropylsuccinate